N1=C2C(=NC=C1)NC=C2C=2SC=C(N2)C=2C=C(C=CC2)[C@]2(CCN1C2=NC=C1)O (S)-7-(3-(2-(5H-pyrrolo[2,3-b]pyrazin-7-yl)thiazol-4-yl)phenyl)-6,7-dihydro-5H-pyrrolo[1,2-a]imidazol-7-ol